OCCN(C(CCCOC1=CC=C2C(=CC(OC2=C1)=O)C)=O)CCO N,N-bis(2-hydroxyethyl)-4-((4-methyl-2-oxo-2H-chromen-7-yl)oxy)butanamide